CN1N=CC(=C1)NC1=NC=C(C(=N1)NCC1=CC2=CC=CC=C2C=C1)C(=O)N 2-[(1-methyl-1H-pyrazol-4-yl)amino]-4-[(naphthalen-2-ylmethyl)amino]pyrimidin-5-carboxamide